ClC1=C(C(=CC=C1)F)N1C(C2=CC=C(C=C2C(=C1)C1CC1)N1N=C(N(C1=O)CC)CO)=O 2-(2-chloro-6-fluorophenyl)-4-cyclopropyl-6-(4-ethyl-3-(hydroxymethyl)-5-oxo-4,5-dihydro-1H-1,2,4-triazol-1-yl)isoquinolin-1(2H)-one